O[C@H]1CN(C[C@H](C1)O)C(=O)OC(C)(C)C |r| rac-Tert-butyl (3R,5S)-3,5-dihydroxypiperidine-1-carboxylate